FC1(CC(C1)N1C(=NC2=NC=C(C=C21)C=2C=CN1N=C(N=CC12)NCC1(CC1)C(F)(F)F)C)F 5-(1-(3,3-difluorocyclobutyl)-2-methyl-1H-imidazo[4,5-b]pyridin-6-yl)-N-((1-(trifluoromethyl)cyclopropyl)methyl)pyrrolo[2,1-f][1,2,4]triazin-2-amine